(+-)-cis-3,6-dihydro-2,4-dimethyl-6-phenyl-2H-pyran C[C@@H]1O[C@@H](C=C(C1)C)C1=CC=CC=C1 |r|